C(C)(C)(C)N(C(O)=O)C1=CC=C(C=C1)C=1N(C2=CC(=C(C=C2C1)OC)C#N)C1CCC1.ClC1=C(C=C(C=C1)[N+](=O)[O-])C=1NC2=CC=CC=C2C(C1)=O 2-(2-chloro-5-nitrophenyl)quinolin-4(1H)-one tert-Butyl-(4-(6-cyano-1-cyclobutyl-5-methoxy-1H-indol-2-yl)phenyl)carbamate